FC1=C(C=C(C=C1F)F)NC=1C=NC=2CCN(CC2C1)C=1C(=C(C=2N(N1)C(=NN2)C)C)C N-(2,3,5-trifluorophenyl)-6-(3,7,8-trimethyl-[1,2,4]triazolo[4,3-b]pyridazin-6-yl)-7,8-dihydro-5H-1,6-naphthyridin-3-amine